C(COCCOCCOC)NC(CC(C)(CC=C)CC=C)C N-(3,6,9-trioxadecyl)-2,2-bis(2-propenyl)-4-pentylamine